(1R,4R)-N4-[2-(3-{[2-methoxy-4-(morpholine-4-sulfonyl)phenyl]amino}prop-1-yn-1-yl)-1-(2,2,2-trifluoroethyl)-1H-indol-4-yl]-N1,N1-dimethylcyclohexane-1,4-diamine COC1=C(C=CC(=C1)S(=O)(=O)N1CCOCC1)NCC#CC=1N(C2=CC=CC(=C2C1)NC1CCC(CC1)N(C)C)CC(F)(F)F